carboxyl-α-methylstyrene C(=O)(O)C=C(C1=CC=CC=C1)C